CC(C=O)CC1=CC=C(C=C1)C(C)C 2-Methyl-3-(p-isopropylphenyl)propanal